N1(N=NC2=C1C=CC=C2)CC=2C=C(C=CC2OC)\C=C/C(=O)C2=CC=C(C=C2)O (Z)-3-[3-(Benzotriazol-1-ylmethyl)-4-methoxyphenyl]-1-(4-hydroxyphenyl)prop-2-en-1-one